O(P(OC1=C(C=C(C=C1C)C(C)(C)C)C(C)(C)C)OP([O-])[O-])C1=C(C=C(C=C1C)C(C)(C)C)C(C)(C)C bis(2,4-di-tert-butyl-6-methylphenyl) diphosphite